((2R,3S)-3-acetoxy-6-bromotetrahydro-2H-pyran-2-yl)methyl acetate C(C)(=O)OC[C@H]1OC(CC[C@@H]1OC(C)=O)Br